oleic acid N-ethylamide C(C)NC(CCCCCCC\C=C/CCCCCCCC)=O